ClC1=C(C=C(OCC(=O)NC23CC(C2)(C3)NC(COC=3C(=NC(=CC3)F)C)=O)C=C1)F 2-(4-chloro-3-fluorophenoxy)-N-(3-{2-[(6-fluoro-2-methylpyridin-3-yl)oxy]acetamido}bicyclo[1.1.1]pentan-1-yl)acetamide